(6-chloro-1-hydroxy-2,3,1-benzodiazaborinin-2-yl)-(2-chloro-4-methoxy-phenyl)methanone ClC=1C=CC2=C(C=NN(B2O)C(=O)C2=C(C=C(C=C2)OC)Cl)C1